N-(2-Dimethylaminoethyl)-1,4-bis-(aminomethyl)benzol CN(CCNCC1=CC=C(C=C1)CN)C